2-[4-(2,4-difluorophenoxy)phenyl]-7-(piperazin-1-yl)-4,5,6,7-tetrahydro-2H-pyrazolo[4,3-b]pyridine-3-carboxamide FC1=C(OC2=CC=C(C=C2)N2N=C3C(NCCC3N3CCNCC3)=C2C(=O)N)C=CC(=C1)F